(6,7-dichloro-8-methoxy-2,3-dihydro-1H-pyrrolo[3,4-c]quinolin-1-yl)methanol hydrochloride Cl.ClC1=C(C(=CC=2C3=C(C=NC12)CNC3CO)OC)Cl